ClC=1C=NN(C(C1)=O)CC(=O)NC1=CC(=C(C=C1)C)S(=O)(=O)CCCC1=NC=CC=C1 2-(4-chloro-6-oxo-pyridazin-1-yl)-N-[4-methyl-3-[3-(2-pyridyl)propylsulfonyl]phenyl]acetamide